C(C)C=1C(NC2=CC(=CN=C2C1)CN1CCN(CC1)C(=O)[C@H]1NC(CC1)=O)=O (S)-3-ethyl-7-((4-(5-oxopyrrolidine-2-carbonyl)piperazin-1-yl)methyl)-1,5-naphthyridin-2(1H)-one